2-[(3S,5R)-3,5-dimethylpiperazin-1-yl]ethyl 4-[[4-[[2-(6-methyl-2-pyridyl)pyrimidin-4-yl]amino]pyrimidin-2-yl]amino]thiophene-2-carboxylate CC1=CC=CC(=N1)C1=NC=CC(=N1)NC1=NC(=NC=C1)NC=1C=C(SC1)C(=O)OCCN1C[C@@H](N[C@@H](C1)C)C